sodium 2-(8-chloro-2,9-bis(dimethylamino)-5-oxobenzo[b][1,8]naphthyridin-10(5H)-yl)acetate ClC=1C=CC2=C(N(C=3N=C(C=CC3C2=O)N(C)C)CC(=O)[O-])C1N(C)C.[Na+]